4-amino-N-cyclobutyl-1-(5-((2,3-dichlorophenyl)thio)-6-methylpyrazin-2-yl)piperidine-4-carboxamide NC1(CCN(CC1)C1=NC(=C(N=C1)SC1=C(C(=CC=C1)Cl)Cl)C)C(=O)NC1CCC1